bis(cyclohexyl) sulfosuccinate S(=O)(=O)(O)C(C(=O)OC1CCCCC1)CC(=O)OC1CCCCC1